[Na+].[Na+].C(=O)([O-])C1=C(C=CC=C1)C=1C2=CC(=C(C(=C2OC2=C(C(C(=CC12)I)=O)I)I)O)I.C(=O)([O-])C1=C(C=CC=C1)C=1C2=CC(=C(C(=C2OC2=C(C(C(=CC12)I)=O)I)I)O)I 9-(o-carboxyphenyl)6-hydroxy-2,4,5,7-tetraiodo-3H-xanthen-3-one, disodium salt